5-(2-chloro-4-(trifluoromethyl)phenoxy)-7-nitro-1H-indazole ClC1=C(OC=2C=C3C=NNC3=C(C2)[N+](=O)[O-])C=CC(=C1)C(F)(F)F